C[C@H](C=O)CC=C (S)-2-methyl-4-pentenal